ClC1=C(C=C(C=2C(=C3N(C12)CCN(C3=O)C)C=3C=NN(C3)C3OCCCC3)OCC#N)Cl 2-((6,7-Dichloro-2-methyl-1-oxo-10-(1-(tetrahydro-2H-pyran-2-yl)-1H-pyrazol-4-yl)-1,2,3,4-tetrahydropyrazino[1,2-a]indol-9-yl)oxy)acetonitrile